tert-butyl 4-[({2-[(tert-butoxycarbonyl)amino]ethyl}amino)methyl]imidazole-1-carboxylate C(C)(C)(C)OC(=O)NCCNCC=1N=CN(C1)C(=O)OC(C)(C)C